FC=1C=C(C=C(C1)C1=CC(=CC=C1)OC(F)(F)F)/C=C/C(=O)OCC ethyl (E)-3-(5-fluoro-3'-(trifluoromethoxy)biphenyl-3-yl)acrylate